methyl 2-methyl-2-[(6-methylpyridin-3-yl)methylamino]propanoate CC(C(=O)OC)(C)NCC=1C=NC(=CC1)C